(R)-1-cyclopropylsulfonyl-3-t-butoxycarbonylaminopiperidine C1(CC1)S(=O)(=O)N1C[C@@H](CCC1)NC(=O)OC(C)(C)C